OCC(C(=O)C1=CC=CC=C1)=C 2-(hydroxymethyl)-1-phenylprop-2-en-1-one